NC1NCCNC1N L-2,3-diaminopiperazine